COC=1C=C(C=CC1)C1=C(SC=2N1C(C=CN2)=O)C2=NC(=NC=C2)NC2=CC=C(C=C2)N2CCN(CC2)C 3-(3-Methoxy-phenyl)-2-{2-[4-(4-methyl-piperazin-1-yl)-phenylamino]-pyrimidin-4-yl}-thiazolo[3,2-a]pyrimidin-5-one